FC(OC1=C(C=CC=C1)C1NCCC1)F 2-(2-(difluoromethoxy)phenyl)pyrrolidine